2-(3-hydroxypropyl)benzimidazole OCCCC=1NC2=C(N1)C=CC=C2